7-(1-methylpyrazol-4-yl)imidazo[1,2-a]Pyridine CN1N=CC(=C1)C1=CC=2N(C=C1)C=CN2